CN(C)[Si](C)(C)N(C)C bis(dimethylamino)dimethylsilane